C1CNCCC2=C1C=CC=C2 1,3,4,5-tetrahydro-2H-benzo[d]azepine